C1(=CC=CC=C1)CCSSC(C(=O)O)CC(=O)O 2-[(2-phenylethanylthio)sulfanyl]succinic acid